6-bromo-2-(((tert-butyldimethylsilyl)oxy)methyl)-3-methylpyrrolo[2,1-f][1,2,4]triazin-4(3H)-one BrC=1C=C2C(N(C(=NN2C1)CO[Si](C)(C)C(C)(C)C)C)=O